C(CC)C=1OC2=C(N1)C=CC=C2C(=O)O 2-propylbenzo[d]oxazole-7-carboxylic acid